1-(4-((4-fluoro-2-isopropoxyphenyl)amino)pyrido[3,2-d]pyrimidin-6-yl)piperazin-2-one FC1=CC(=C(C=C1)NC=1C2=C(N=CN1)C=CC(=N2)N2C(CNCC2)=O)OC(C)C